C(C[C@@H](C(=O)O)N)CN=C(N)NO N-Omega-Hydroxy-L-Arginine